5-tert-butyl-7-(3,3-difluoropyrrolidin-1-yl)-3-[(2-isothiocyanatophenyl)methyl]-3H-[1,2,3]triazolo[4,5-d]pyrimidine C(C)(C)(C)C=1N=C(C2=C(N1)N(N=N2)CC2=C(C=CC=C2)N=C=S)N2CC(CC2)(F)F